C(C)(=O)C1=C(C2=C(N=C(N=C2)NC2=NC=C(C=C2)N2CCC(CC2)C2=CC=C(C=C2)CO)N(C1=O)C1CCCC1)C 6-acetyl-8-cyclopentyl-2-[[5-[4-[4-(hydroxymethyl)phenyl]-1-piperidyl]-2-pyridyl]amino]-5-methyl-pyrido[2,3-d]pyrimidin-7-one